4-(1-(2-((5-fluoropyridin-2-yl)amino)-2-oxoethyl)-5-methyl-1H-benzo[d]imidazol-2-yl)-3-fluoro-N-methylbenzamide FC=1C=CC(=NC1)NC(CN1C(=NC2=C1C=CC(=C2)C)C2=C(C=C(C(=O)NC)C=C2)F)=O